CC(CCC(=O)O)(C)SSC1=NC=CC=C1 4-methyl-4-(2-pyridyldithio)-pentanoic acid